5-{2-Acetaminoimidazo[1,2-b]pyridazin-6-yl}-2-methyl-N-{[2-(propan-2-yloxy)phenyl]methyl}pyridine-3-carboxamide N(C(=O)C)C=1N=C2N(N=C(C=C2)C=2C=C(C(=NC2)C)C(=O)NCC2=C(C=CC=C2)OC(C)C)C1